1-(2-chloro-6-nitro-phenyl)-1,2,4-triazole ClC1=C(C(=CC=C1)[N+](=O)[O-])N1N=CN=C1